Non-8-enoic acid C(CCCCCCC=C)(=O)O